2-(6-fluoro-1H-indol-4-yl)-4-(4-fluoropiperidin-1-carbonyl)-6,7-bis(methoxy-d3)isoquinolin-1(2H)-one FC1=CC(=C2C=CNC2=C1)N1C(C2=CC(=C(C=C2C(=C1)C(=O)N1CCC(CC1)F)OC([2H])([2H])[2H])OC([2H])([2H])[2H])=O